C12(C(CC3=CC=CC=C13)CCC1=C3C=CNC3=CC=C1)CCC1(CC2)OCCO1 4-[2-(2'',3''-dihydrodispiro[[1,3]dioxolane-2,1'-cyclohexane-4',1''-indene]-2''-yl)ethyl]-1H-indole